(3-Chloropropoxy)-3,4-dihydroisoquinoline-2(1H)-carboxylic acid tert-butyl ester C(C)(C)(C)OC(=O)N1C(C2=CC=CC=C2CC1)OCCCCl